N-[4-(4-bromophenyl)thiazol-2-yl]-N-(3,5-dimethylphenyl)prop-2-ynamide BrC1=CC=C(C=C1)C=1N=C(SC1)N(C(C#C)=O)C1=CC(=CC(=C1)C)C